N(=[N+]=[N-])CCCCCCCCCN1N=NC(=C1)C=1C=C(OC2=CC=C(C=N2)C(=O)OC)C=CC1 methyl 6-[3-[1-(9-azidononyl) triazol-4-yl]phenoxy]pyridine-3-carboxylate